NC=1C=2N(C3=C(N1)C=NC(=C3)C(=O)N3[C@@H]1[C@H](O[C@H](C3)C)CC=3C=C(C(=CC31)F)C(F)(F)F)C=NC2 (4-aminoimidazo[1,5-a]pyrido[3,4-e]pyrazin-8-yl)((2S,4aS,9aR)-6-fluoro-2-methyl-7-(trifluoromethyl)-2,3,9,9a-tetrahydroindeno[2,1-b][1,4]oxazin-4(4aH)-yl)methanone